Acetic acid, vinyl ester C(C)(=O)OC=C